2-(Piperidin-4-yl)thieno[2,3-d]thiazole N1CCC(CC1)C=1SC2=C(N1)SC=C2